(Z)-3-((3,5-dimethyl-1H-pyrrol-2-yl)methylene)-5-methoxy-1-(((1r,4r)-4-(methylamino)cyclohexyl)methyl)-2-oxo-N-(prop-2-yn-1-yl)indole-6-carboxamide hydrochloride Cl.CC1=C(NC(=C1)C)\C=C\1/C(N(C2=CC(=C(C=C12)OC)C(=O)NCC#C)CC1CCC(CC1)NC)=O